FC=1C=C(C=C(C1)F)NC(C)C1=CC(=CN2C1=NC(=CC2=O)N2CCOCC2)NC=2OCC(N2)(C)C 9-(1-((3,5-difluorophenyl)amino)ethyl)-7-((4,4-dimethyl-4,5-dihydrooxazol-2-yl)amino)-2-morpholino-4H-pyrido[1,2-a]pyrimidin-4-one